ClC=1C=C2CCC[C@]3(COC4=CC=C5C(NS(CCCCCS[C@@H]6CC[C@H]6CN(C3)C4=C5)(=O)=O)=O)C2=CC1 (1S,3'S,6'R)-6-CHLORO-3,4-DIHYDRO-2H,15'H-SPIRO[NAPHTHALENE-1,22'-[20]OXA[7,13]DITHIA[1,14]DIAZATETRACYCLO[14.7.2.03,6.019,24]PENTACOSA[16,18,24]TRIEN]-15'-ONE 13',13'-DIOXIDE